(2S,4R)-1-(2-(3-acetyl-5-(2-methylpyrimidin-5-yl)-1H-indazol-1-yl)acetyl)-N-(6-bromo-3-(2-(dimethylamino)-2-oxoethyl)-pyridin-2-yl)-4-fluoropyrrolidine-2-carboxamide C(C)(=O)C1=NN(C2=CC=C(C=C12)C=1C=NC(=NC1)C)CC(=O)N1[C@@H](C[C@H](C1)F)C(=O)NC1=NC(=CC=C1CC(=O)N(C)C)Br